NC1=NC2=C(C=C(C1)C(=O)O)C=CC(=C2)C(N(C)C)=O 2-amino-8-(dimethylcarbamoyl)-3H-1-benzazepine-4-carboxylic acid